1-((2-fluoropyridin-4-yl)methyl)-1H-pyrrole FC1=NC=CC(=C1)CN1C=CC=C1